FC1(CCN(CC1)C1=NC(=CC=C1)C1=NN=C(N1)C1=C(C=C(C=C1)[N+](=O)[O-])F)F 2-(4,4-difluoropiperidin-1-yl)-6-(5-(2-fluoro-4-nitrophenyl)-4H-1,2,4-triazol-3-yl)pyridine